C1=CC=CC=2N(CC3=C(C#CC21)C=CC=C3)C(CCC(=O)NCC(=O)NCC(=O)N[C@@H](C)C(=O)N[C@@H](CCC(N)=O)C(=O)ON3C(CCC3=O)=O)=O 2,5-Dioxopyrrolidin-1-yl N-[4-(11,12-didehydrodibenzo[b,f]azocin-5(6H)-yl)-4-oxobutanoyl]glycylglycyl-L-alanyl-L-glutaminate